3-(N-methylaminoethyl)-pyrrolo[3,2-b]pyridine CNCCC1=CNC=2C1=NC=CC2